7-acetyl-1-((2-(trimethylsilyl)ethoxy)methyl)-1H-pyrrolo[3,2-b]pyridine-5-carbonitrile C(C)(=O)C1=C2C(=NC(=C1)C#N)C=CN2COCC[Si](C)(C)C